N'-Ethyl-4-((3-(trifluoromethyl)-5H-dibenzo[b,f]azepin-5-yl)methyl)benzohydrazide C(C)NNC(C1=CC=C(C=C1)CN1C2=C(C=CC3=C1C=CC=C3)C=CC(=C2)C(F)(F)F)=O